NC=1C(=NON1)C1=NC2=C(N1CC=1C=NC(=NC1)C#N)C(=CC=C2)F 5-[[2-(4-amino-1,2,5-oxadiazol-3-yl)-7-fluoro-benzoimidazol-1-yl]methyl]pyrimidine-2-carbonitrile